FC=1C=CC(=NC1)C=1N=C(SC1)NC=1C=C(C=CC1)C1(N=CN(S(C1)(=O)=O)C)C 5-(3-((4-(5-fluoropyridin-2-yl)thiazol-2-yl)amino)phenyl)-2,5-dimethyl-1,1-dioxo-1,2,4-thiadiazin